[Si](C)(C)(C(C)(C)C)OC[C@]([C@@H](CC(=C)C)O)(C)C=1C(=NC(=NC1)SC)Cl |o1:9,10| rel-(2S,3R)-1-[tert-butyl(dimethyl)silyl]oxy-2-(4-chloro-2-methylsulfanyl-pyrimidin-5-yl)-2,5-dimethyl-hex-5-en-3-ol